C1(=CC=CC=C1)N(C1=CC=2C(C3=CC=CC=C3C2C=C1)(C1=CC=CC=C1)C1=CC=CC=C1)C1=CC=C(C(=C1)C1=CC=CC=C1)C1=CC=C(C=C1)C1=CC=CC=C1 phenyl-(1,1':2',1'':4'',1'''-quaterphenyl-5'-yl)-(9,9-diphenylfluoren-2-yl)amine